2,6-dihydroxyphenylbutanone OC1=C(C(=CC=C1)O)CC(CC)=O